CC1=C(C=2N(C=C1C=1NC3=CC=C(C=C3C1C(C)C)C1CN(CCC1)C(CNC)=O)N=CN2)C 1-(3-(2-(7,8-Dimethyl-[1,2,4]triazolo[1,5-a]pyridin-6-yl)-3-isopropyl-1H-indol-5-yl)piperidin-1-yl)-2-(methylamino)ethan-1-on